ClC1=C(C(=O)C=2C(=CC3=C(N(N=C3C2C#N)C)C2=CC(CC2)=O)NC(C2=CC(=CC(=C2)C(F)(F)F)F)=O)C=C(C=C1)F N-(6-(2-chloro-5-fluorobenzoyl)-7-cyano-2-methyl-3-(3-oxocyclopent-1-en-1-yl)-2H-indazol-5-yl)-3-fluoro-5-(trifluoromethyl)benzamide